(3-methoxy-4-(1H-pyrazol-4-yl)phenyl)spiro[indoline-2,3'-pyrrolidine]-2'-one COC=1C=C(C=CC1C=1C=NNC1)N1C(C2(CC1)NC1=CC=CC=C1C2)=O